pyrimidoyl-hydroxybenzoic acid N1=C(N=CC=C1)C(=O)C=1C(=C(C(=O)O)C=CC1)O